diethyl-aluminum diacrylate C(C=C)(=O)[O-].C(C=C)(=O)[O-].C(C)[Al+2]CC